Tert-butyl 5-(6-methoxypyridin-2-yl)-2-azabicyclo[2.2.1]heptane-2-carboxylate COC1=CC=CC(=N1)C1C2CN(C(C1)C2)C(=O)OC(C)(C)C